tert-butyl (2-(4-methoxyphenyl)acetyl)glycinate COC1=CC=C(C=C1)CC(=O)NCC(=O)OC(C)(C)C